C1(CCCC1)CN1N=CC(=C1)C=1C(=NC(=CC1)C)C=1C=C2C(=NC1)N(C=N2)C 6-(3-(1-(cyclopentylmethyl)-1H-pyrazol-4-yl)-6-methylpyridin-2-yl)-3-methyl-3H-imidazo[4,5-b]pyridine